C(#N)C1(CC1)NS(=O)(=O)C=1C=C(C=2N(C1)C(=NC2)C=2SC(=NN2)C(F)F)N2C[C@H](N(CC2)C(C(C)C)=O)C (R)-N-(1-cyanocyclopropyl)-3-(5-(difluoromethyl)-1,3,4-thiadiazol-2-yl)-8-(4-isobutyryl-3-methylpiperazin-1-yl)imidazo[1,5-a]pyridine-6-sulfonamide